ClCCCCCCOCCOCCCOCC1=CC=CC=C1 ((3-(2-((6-chlorohexyl)oxy)ethoxy)propoxy)methyl)benzene